8-((cis-4-((E)-(tert-butoxyimino)(4-((2-oxooxazolidin-3-yl)methyl)phenyl)methyl)cyclohexyl)(methyl)amino)-5-methyl-6-oxo-5,6-dihydro-1,5-naphthyridine-2,7-dicarbonitrile C(C)(C)(C)O\N=C(/[C@H]1CC[C@H](CC1)N(C1=C(C(N(C=2C=CC(=NC12)C#N)C)=O)C#N)C)\C1=CC=C(C=C1)CN1C(OCC1)=O